[Si](C)(C)(C(C)(C)C)OC(C(CN1[C@@H](C[C@H](C1)F)C(=O)OC)=C)C methyl (2S,4R)-1-(3-((tert-butyldimethylsilyl) oxy)-2-methylenebutyl)-4-fluoropyrrolidine-2-carboxylate